FC(C(=O)O)(F)F.C1=CC(=CC=2OC3=C(C21)C=CC=C3)C(=O)N dibenzo[b,d]furan-3-carboxamide trifluoroacetate